FC1=C(C=CC=C1C=C)CC(=O)OC methyl 2-(2-fluoro-3-vinylphenyl)acetate